1-(2-Fluoro-4-((2-(6-methyl-7-oxo-6,7-dihydro-1H-pyrrolo[2,3-c]pyridin-4-yl)-4-(methylsulfonyl)phenoxy)methyl)phenyl)dihydropyrimidine-2,4(1H,3H)-dione FC1=C(C=CC(=C1)COC1=C(C=C(C=C1)S(=O)(=O)C)C=1C2=C(C(N(C1)C)=O)NC=C2)N2C(NC(CC2)=O)=O